C(CC)SSCCC DIPROPYLDISULFID